2'-(cyclopropoxymethyl)-N-(4,5-dimethylisoxazol-3-yl)-[1,1'-biphenyl]-2-sulfonamide C1(CC1)OCC1=C(C=CC=C1)C=1C(=CC=CC1)S(=O)(=O)NC1=NOC(=C1C)C